FC(N1N=C(C=C1)C(=O)N1C[C@]2(CC1)C=C(C(C(C2)(C)C)=O)C#N)F (5R)-2-[1-(difluoromethyl)-1H-pyrazole-3-carbonyl]-9,9-dimethyl-8-oxo-2-azaspiro[4.5]dec-6-ene-7-carbonitrile